CN(C(NCC(C)C)=N)C dimethyl-isobutyl-guanidine